C(=O)(O)[C@H](O)[C@@H](O)C(=O)O.CC1=NN2C(SC=C2)=C1C(C)=O 1-(6-methylpyrazolo[5,1-b]thiazol-7-yl)ethan-1-one L-(+)-tartrate